B(O)O.N(CCO)CCO diethanolamine monoboronate